C(C)(C)(C)C=1NC(=C(N1)C1=CC=C(C=C1)F)C1=CC=C2C(=N1)N(C(=N2)N)CC(C)(C)C 5-[2-tert-butyl-4-(4-fluorophenyl)-1H-imidazol-5-yl]-3-(2,2-dimethylpropyl)imidazo[4,5-b]pyridin-2-amine